5-bromo-3-((2,4-di-chlorophenylimino)meth-yl)-2-hydroxyphenyl 4-methylbenzoate CC1=CC=C(C(=O)OC2=C(C(=CC(=C2)Br)C=NC2=C(C=C(C=C2)Cl)Cl)O)C=C1